4-chloro-cyclohexane-yl-ethanone zinc-selenium-antimony [Sb].[Se].[Zn].ClC1CCC(CC1)C(C)=O